cobalt(II) formate C(=O)[O-].[Co+2].C(=O)[O-]